C(C)S1(NC(C2=NC=C(C=C21)C(C#N)(C)C)=O)=O 2-[(1R)-1-ethyl-1,3-dioxo-isothiazolo[4,5-b]pyridin-6-yl]-2-methyl-propanenitrile